6-methoxy-2-(2-methyl-1-phenylpropyl-1-d)quinoline COC=1C=C2C=CC(=NC2=CC1)C(C(C)C)([2H])C1=CC=CC=C1